NCC=1C=C(C=CC1)C=1C=CC2=C(C(=C(O2)C(N)=O)COC2=C(C=CC=C2)CC(=O)OCC)C1 ethyl 2-(2-((5-(3-(aminomethyl)phenyl)-2-carbamoylbenzofuran-3-yl)methoxy)phenyl)acetate